COC1=NC=CC2=CC(=CC=C12)C#N methoxyisoquinoline-6-carbonitrile